1,1,1,3,3,3-hexafluoropropan-2-yl 4-(3-cyclopropyl-7-fluoro-4,5-dihydropyrazolo[1,5-a][1,8]naphthyridin-2-yl)piperidine-1-carboxylate C1(CC1)C=1C(=NN2C1CCC1=CC(=CN=C21)F)C2CCN(CC2)C(=O)OC(C(F)(F)F)C(F)(F)F